BrC1=CC(=CC2=C1N=C(S2)Cl)Br 4,6-dibromo-2-chlorobenzo[D]thiazole